Racemic-1-[4-[1-ethyl-4-(trifluoromethyl)imidazol-2-yl]phenyl]ethanol C(C)N1C(=NC(=C1)C(F)(F)F)C1=CC=C(C=C1)[C@@H](C)O |r|